[Na].[Na].[Na].[Na].C(C)(C)(C)C1=C(C(=CC(=C1)CN(C)C)C(C)(C)C)O 2,6-di-tert-butyl-p-(dimethylaminomethyl)phenol, tetrasodium salt